(1R)-1-phenylethyl 4-[6-(1-methyl-1H-pyrazol-4-yl)pyrazolo[1,5-a]pyrazin-3-yl]piperazine-1-carboxylate CN1N=CC(=C1)C=1N=CC=2N(C1)N=CC2N2CCN(CC2)C(=O)O[C@H](C)C2=CC=CC=C2